C(C)[C@H]1COCCN1C1=CC(=CC(=N1)S(=O)(=O)CCC(=O)OC)CS(=O)(=O)C methyl (S)-3-((6-(3-ethylmorpholino)-4-((methylsulfonyl)methyl) pyridin-2-yl)sulfonyl)propanoate